tert-butyl (2E)-2-[(dimethylamino)methylidene]-4-methyl-3-oxopiperidine-1-carboxylate CN(C)\C=C/1\N(CCC(C1=O)C)C(=O)OC(C)(C)C